N-[(oxetan-2-yl)methyl]pyrazine-2-carboxamide tert-butyl-1,11-dioxa-4,8-diazaspiro[5.6]dodecane-8-carboxylate C(C)(C)(C)OC(=O)N1CC2(CNCCO2)COCC1.O1C(CC1)CNC(=O)C1=NC=CN=C1